2-(2-oxo-2-[(2S,3R,5R,10R,13R,14S,17S)-2,3,14-trihydroxy-10,13-dimethyl-6-oxo-2,3,4,5,9,11,12,15,16,17-decahydro-1H-cyclopenta[a]phenanthren-17-yl]ethyl)sulfanylacetate O=C(CSCC(=O)[O-])[C@H]1CC[C@]2(C3=CC([C@@H]4C[C@H]([C@H](C[C@@]4(C3CC[C@]12C)C)O)O)=O)O